OCC(C#N)C 2-hydroxymethylpropiononitrile